N-(6,8-dichloro-2,7-naphthyridin-3-yl)-2-methylcyclobutane-1-carboxamide ClC=1C=C2C=C(N=CC2=C(N1)Cl)NC(=O)C1C(CC1)C